C(NC(=O)C1=NC=C(C=C1)N1CCN(CC1)C([2H])([2H])C=1C=C2NC(C(=NC2=CC1)C)=O)([2H])([2H])[2H] N-(methyl-d3)-5-(4-((2-methyl-3-oxo-4H-quinoxalin-6-yl)methyl-d2)piperazin-1-yl)Pyridine-2-carboxamide